(1-(2-(1,3-dioxolan-2-yl)-4-fluorophenyl)-3-fluoro-1H-pyrazol-5-yl)(1-Ethyl-1H-pyrazol-4-yl)methanone O1C(OCC1)C1=C(C=CC(=C1)F)N1N=C(C=C1C(=O)C=1C=NN(C1)CC)F